N,N'-bis-[3-(3,5-di-tert-butyl-4-hydroxyphenyl)propionyl]hexamethylenediamine C(C)(C)(C)C=1C=C(C=C(C1O)C(C)(C)C)CCC(=O)NCCCCCCNC(CCC1=CC(=C(C(=C1)C(C)(C)C)O)C(C)(C)C)=O